CN(C=1SC=C(N1)C1=CC=C(C=C1)CNCCC)C N,N-dimethyl-4-(4-((propylamino)methyl)phenyl)thiazol-2-amine